N-(7-chloro-6-(3-(3-fluoroazetidin-1-yl)cyclobutyl)isoquinolin-3-yl)-2-(1-methyl-1H-pyrazol-4-yl)cyclopropane-1-carboxamide ClC1=C(C=C2C=C(N=CC2=C1)NC(=O)C1C(C1)C=1C=NN(C1)C)C1CC(C1)N1CC(C1)F